FC(N1N=CC(=C1)C1=NN=C(O1)C(=O)N1[C@@H](C2=C(CC1)NC=N2)C=2OC1=C(N2)C=CC(=C1)C)F (S)-(5-(1-(difluoromethyl)-1H-pyrazol-4-yl)-1,3,4-oxadiazol-2-yl)(4-(6-methylbenzo[d]oxazol-2-yl)-6,7-dihydro-1H-imidazo[4,5-c]pyridin-5(4H)-yl)methanone